C(C)N(C(=O)C=1C=NN(C1)C(C)C=1SC(=CC1)C1=NOC(=N1)C(F)(F)F)C N-ethyl-N-methyl-1-[1-[5-[5-(trifluoromethyl)-1,2,4-oxadiazol-3-yl]-2-thienyl]ethyl]pyrazole-4-carboxamide